(trans)-2-(cyanoamino)-N-(5-cyclohexyl-1,3-thiazol-2-yl)cyclopropane-1-carboxamide C(#N)N[C@H]1[C@@H](C1)C(=O)NC=1SC(=CN1)C1CCCCC1